(5-(3,5-difluorophenyl)-4,5-dihydro-1H-pyrazol-1-yl)(1-(4-(3,3-dimethylbut-1-yn-1-yl)-5-fluoropyrimidin-2-yl)piperidin-4-yl)methanone FC=1C=C(C=C(C1)F)C1CC=NN1C(=O)C1CCN(CC1)C1=NC=C(C(=N1)C#CC(C)(C)C)F